NC1=C(N=CC(=N1)N1CCC2(CC1)C(C1=C(SC=C1)C2)N)SC2=C(C(=NC=C2)N)Cl 1'-(6-amino-5-((2-amino-3-chloropyridin-4-yl)thio)pyrazin-2-yl)-4,6-dihydrospiro[cyclopenta[b]thiophene-5,4'-piperidin]-4-amine